FC1=C(C=C2CN(C(C2=C1)=O)C1C(NC(CC1)=O)=O)C1CCN(CC1)CCCCCCCOC1=C(C=CC(=C1)C1CNC(C1)=O)OC 3-(6-Fluoro-5-(1-(7-(2-methoxy-5-(5-oxopyrrolidin-3-yl)phenoxy)heptyl)piperidin-4-yl)-1-oxoisoindolin-2-yl)piperidine-2,6-dione